4-Chloro-5-((5-chloropyrazin-2-yl)thio)pyridazin-3-ol butyl-2-(aminomethyl)-6,7-dihydrothieno[3,2-c]pyridine-5(4H)-carboxylate C(CCC)C1=C(SC2=C1CN(CC2)C(=O)OC=2N=NC=C(C2Cl)SC2=NC=C(N=C2)Cl)CN